1-(2-n-pentanyl)isoquinoline CC(CCC)C1=NC=CC2=CC=CC=C12